OC=1C(=NC(NC1)=O)N 5-hydroxy-cytosine